(2S,5S)-5-((S)-2-Benzoylamino-2-cyclopentyl-acetylamino)-4-oxo-1,2,4,5,6,7-hexahydro-azepino[3,2,1-hi]indole-2-carboxylic acid (1H-[1,2,3]triazol-4-ylmethyl)-amide N1N=NC(=C1)CNC(=O)[C@H]1N2C3=C(C=CC=C3C1)CC[C@@H](C2=O)NC([C@H](C2CCCC2)NC(C2=CC=CC=C2)=O)=O